Ethyl (4S,5S,E)-5-methoxy-4-methylhept-2-enoate CO[C@H]([C@H](/C=C/C(=O)OCC)C)CC